Cl.FC1(CCNCC1)CSC 4-fluoro-4-(methylsulfanyl-methyl)piperidine hydrochloride